FC1=C2C(NC(=NC2=CC(=C1)OCC1CC(C1)(C)O)CSC1CCOCC1)=O 5-Fluoro-7-(((cis)-3-hydroxy-3-methylcyclobutyl)methoxy)-2-(((tetrahydro-2H-pyran-4-yl)thio)methyl)quinazolin-4(3H)-one